FC(C(C(=O)OC)(C(=O)[O-])CC)F methyl 2-(difluoromethyl)-2-ethyl-propanedioate